C(CCCCCCC)(=O)OC(OC(CCCCCCC)=O)=O.C(OCCCCCCCC)(OCCCCCCCC)=O dioctyl carbonate DICAPRYLYL-CARBONATE